6'-(2-(1-(Cyclopropylsulfonyl)-1H-pyrazol-4-yl)pyrimidin-4-yl)-N4'-((1s,4s)-4-((dimethylamino)methyl)cyclohexyl)-6-(2,2,2-trifluoroethyl)-[2,3'-bipyridine]-4',6'-diamine C1(CC1)S(=O)(=O)N1N=CC(=C1)C1=NC=CC(=N1)C1(C=C(C(=CN1)C1=NC(=CC=C1)CC(F)(F)F)NC1CCC(CC1)CN(C)C)N